1-(5-(((R)-1-(3-fluoropropyl)pyrrolidin-3-yl)Oxy)pyridin-2-yl)-3-methyl-2,3,4,9-tetrahydro-1H-pyrido[3,4-b]Indole FCCCN1C[C@@H](CC1)OC=1C=CC(=NC1)C1NC(CC2=C1NC1=CC=CC=C21)C